tert-butyl 4-(((3R,4R)-3-(4-(tert-butoxycarbonyl) phenyl)piperidin-4-yl)methyl)-5,7-dichloro-1H-indole-1-carboxylate C(C)(C)(C)OC(=O)C1=CC=C(C=C1)[C@@H]1CNCC[C@H]1CC1=C2C=CN(C2=C(C=C1Cl)Cl)C(=O)OC(C)(C)C